5-(5-(4-(tert-butyl)phenyl)-3-(carboxymethoxy)pyridin-2-yl)thiophene-2-carboxylic acid C(C)(C)(C)C1=CC=C(C=C1)C=1C=C(C(=NC1)C1=CC=C(S1)C(=O)O)OCC(=O)O